1-[N,N-bis(2-hydroxyethyl)amino]-3-(4-nonylphenoxy)propan-2-ol OCCN(CCO)CC(COC1=CC=C(C=C1)CCCCCCCCC)O